C(C)N1CCN(CC1)C1=NC2=CC=C(C=C2C(=C1)C)NC(=S)NCCCN1C(CCCC1)CC 1-(2-(4-ethylpiperazin-1-yl)-4-methylquinolin-6-yl)-3-(3-(2-ethylpiperidin-1-yl)propyl)thiourea